ClC1=C(CNC(=O)C2CNC(C2)=O)C=CC(=C1)Cl N-(2,4-dichlorobenzyl)-5-oxopyrrolidine-3-carboxamide